2-(2-methoxy-phenoxy)malonic acid dimethyl ester COC(C(C(=O)OC)OC1=C(C=CC=C1)OC)=O